dimethyl-(2-(methylthio)phenyl)phosphine oxide CP(C1=C(C=CC=C1)SC)(C)=O